BrC1=CC(=C2N(C1=O)C1(NC2=O)CC2CCC(C1)N2)C 6'-bromo-8'-methyl-2'H-8-azaspiro[bicyclo[3.2.1]octane-3,3'-imidazo[1,5-a]pyridine]-1',5'-dione